6-(4-(cyclopropylamino)-3-isopropyl-3H-imidazo[4,5-c]pyridin-6-yl)-1-((1s,3s)-3-(piperidin-1-yl)cyclobutyl)spiro[indoline-3,4'-piperidin]-2-one C1(CC1)NC1=NC(=CC2=C1N(C=N2)C(C)C)C2=CC=C1C(=C2)N(C(C12CCNCC2)=O)C2CC(C2)N2CCCCC2